O1C(OCC1)C1CCN(CC1)C1=CC=C(C=C1)C1CCN(CC1)C1=CC(=C(C#N)C=C1)C(F)(F)F 4-(4-(4-(4-(1,3-Dioxolan-2-yl)piperidin-1-yl)phenyl)piperidin-1-yl)-2-(trifluoromethyl)-benzonitrile